5-(7-bromobenzo[c][1,2,5]thiadiazol-4-yl)furan BrC1=CC=C(C=2C1=NSN2)C2=CC=CO2